Cl.FC1(C(CNCC1)C=1C=CC(N(C1)CC)=O)F 5-(4,4-difluoropiperidin-3-yl)-1-ethylpyridin-2(1H)-one hydrochloride